O(P([O-])(=O)OP(=O)([O-])[O-])\C=C\C(C)=C trans-isoprenyl diphosphate